(3R*,5R*)-1-(4-((3S,4S)-3,4-bis(((1S,2R)-2-phenylcyclopropyl)carbamoyl)pyrrolidine-1-carbonyl)benzoyl)piperidine-3,5-dicarboxylic acid C1(=CC=CC=C1)[C@@H]1[C@H](C1)NC(=O)[C@@H]1CN(C[C@H]1C(N[C@@H]1[C@H](C1)C1=CC=CC=C1)=O)C(=O)C1=CC=C(C(=O)N2C[C@@H](C[C@H](C2)C(=O)O)C(=O)O)C=C1 |o1:39,41|